N-(1,1-dimethyl-2-benzoylmethyloxyethyl)carbamic acid tert-butyl ester C(C)(C)(C)OC(NC(COCC(C1=CC=CC=C1)=O)(C)C)=O